7-amino-6H-anthraceno[9,1-cd]isothiazol-6-one NC1=C2C(C3=CC=CC4=C3C(=NS4)C2=CC=C1)=O